C1(CC1)S(=O)(=O)NC=1SC=C(N1)C1(CC1)NC(C1=NC=C(C=C1)C1=NC(=CN=C1)OCC)=O N-(1-(2-(cyclopropanesulfonamido)thiazol-4-yl)cyclopropyl)-5-(6-ethoxypyrazin-2-yl)picolinamide